C(C)(C)(C)OC(CC12CC(C1)(C2)CO)=O [3-(hydroxymethyl)-1-bicyclo[1.1.1]pentyl]acetic acid tert-butyl ester